17-(3-(2-((((9H-fluoren-9-yl)methoxy)carbonyl)amino)ethoxy)propanoyl)-14,20-dimethyl-13,21-dioxo-4,7,10,24,27-pentaoxa-14,17,20-triazatriacontanedioic acid C1=CC=CC=2C3=CC=CC=C3C(C12)COC(=O)NCCOCCC(=O)N(CCN(C(CCOCCOCCOCCC(=O)O)=O)C)CCN(C(CCOCCOCCC(=O)O)=O)C